N-(4-bromobenzyl)-5-fluoro-2-hydroxybenzamide BrC1=CC=C(CNC(C2=C(C=CC(=C2)F)O)=O)C=C1